CN(C1(CCCCC1)N)C racemic-trans-N,N-dimethylcyclohexanediamine